C(C)(=O)N1CCC(CC1)CN1C(N(C(C=2N(C(=NC12)C1=C(C=CC=C1)Cl)C1=CC=C(C=C1)Cl)=O)CC(=O)N)=O 2-[3-[(1-acetylpiperidin-4-yl)methyl]-8-(2-chlorophenyl)-7-(4-chlorophenyl)-2,6-dioxopurin-1-yl]acetamide